CN1C(C(=C(C(=C1)C)[O-])NC(N[C@@H](CC(=O)[O-])C=1C=C(C=CC1)C1=C(C=CC=C1)CC)=O)=O.[Na+].[Na+] sodium (S)-3-(3-(1,5-dimethyl-4-oxido-2-oxo-1,2-dihydropyridin-3-yl)ureido)-3-(2'-ethyl biphenyl-3-yl)propanoate